4-dodecylhexane C(CCCCCCCCCCC)C(CCC)CC